4-phenylaminopentanoic acid C1(=CC=CC=C1)NC(CCC(=O)O)C